C(#N)C1=CC=C(C=N1)N(C(=O)C1=CC=2N(C=C1)N=CC2C=2C=CC(=NC2)NC(OC)=O)C methyl N-[5-[5-[(6-cyano-3-pyridyl)-methyl-carbamoyl]pyrazolo[1,5-a]pyridin-3-yl]-2-pyridyl]carbamate